CC1(CN(CCC1=C)C(=O)OC(C)(C)C)C tert-butyl 3,3-dimethyl-4-methylene-piperidine-1-carboxylate